C(CC)C(CCCCCCCCCCCCCCCC)C1=CC=CC=C1 (1-propyl-heptadecyl)-benzene